1-(thiazol-5-yl)-N-((1r,4r)-4-((2,2,2-trifluoroethyl)amino)cyclohexyl)imidazo[1,5-a]pyridine-3-carboxamide S1C=NC=C1C=1N=C(N2C1C=CC=C2)C(=O)NC2CCC(CC2)NCC(F)(F)F